BrC=1C=C(C=C(C1)F)C1(CC1)CN [1-(3-bromo-5-fluorophenyl)cyclopropyl]methylamine